COC1=CC=C2C=CC(=CC2=C1)C#CC1SCCCS1 2-((7-methoxynaphthalen-2-yl)ethynyl)-1,3-dithiane